ClC=1C=CC(=C(C1)NC(=O)N[C@@H](C)C=1N(N=CN1)C1=NC=CC=N1)C(F)(F)F 1-[5-chloro-2-(trifluoromethyl)phenyl]-3-[(1S)-1-(2-pyrimidin-2-yl-1,2,4-triazol-3-yl)ethyl]urea